CC=1C=NC(=NC1)NC(CN1C(C2=CC=C(C=C2C2(C(C2)(F)F)C1)C1(CC1)F)=O)=O N-(5-methylpyrimidin-2-yl)-2-[1',1'-difluoro-6-(1-fluorocyclopropyl)-1-oxospiro[3H-isoquinolin-4,2'-cyclopropan]-2-yl]acetamide